1-isopropyl-2-methyl-4-fluoro-6-bromo-1H-benzo[d]imidazole C(C)(C)N1C(=NC2=C1C=C(C=C2F)Br)C